tert-Butyl 4-(7-chloro-[1,2,4]triazolo[1,5-a]pyridin-6-yl)-3,6-dihydro-2H-pyridine-1-carboxylate ClC1=CC=2N(C=C1C=1CCN(CC1)C(=O)OC(C)(C)C)N=CN2